ClC1=C(C=C(C#N)C=C1)N1N=CC(=C1)C1=C2C(=NC=C1)NC=C2 4-chloro-3-[4-(1H-pyrrolo[2,3-b]pyridin-4-yl)-1H-pyrazol-1-yl]benzonitrile